ethyl 2-[(2R,6S)-4-[3-(3-bromo-2-methyl-phenoxy)-2,2-difluoro-propyl]-2,6-dimethyl-piperazin-1-yl]acetate BrC=1C(=C(OCC(CN2C[C@H](N([C@H](C2)C)CC(=O)OCC)C)(F)F)C=CC1)C